NC1=NC=C2N(C(N(C2=N1)[C@@H]1O[C@@H]([C@H]([C@H]1O)F)CO)=O)C\C=C\C1=CC=CC=C1 2-amino-7-(E)-cinnamyl-9-((2R,3S,4S,5R)-4-fluoro-3-hydroxy-5-(hydroxymethyl)tetrahydrofuran-2-yl)-7,9-dihydro-8H-purin-8-one